[N+](=O)([O-])C1CN(CCC1)C(=O)OCC1=CC=CC=C1 benzyl 3-nitropiperidine-1-carboxylate